N-{[4-(azetidin-1-ylmethyl)oxacyclohexan-4-yl]methyl}-4H,5H,6H,7H,8H,9H-cycloocta[b]thiophene-2-carboxamide N1(CCC1)CC1(CCOCC1)CNC(=O)C1=CC2=C(S1)CCCCCC2